C1(CC1)N1CCC(CC1)N1CCC(CC1)C=1C=C(C2=C(NC(=N2)C2=CC(=C(C=C2)OC)F)C1)C 6-(1'-Cyclopropyl-[1,4'-bipiperidin]-4-yl)-2-(3-fluoro-4-methoxyphenyl)-4-methyl-1H-benzo[d]imidazol